1-pyrenemethylamine C1(=CC=C2C=CC3=CC=CC4=CC=C1C2=C34)CN